ClC1=C(CNC2=NC(=NC=C2C(=O)N)NC=2C=NN(C2)C)C=CC(=C1)F 4-[(2-chloro-4-fluorobenzyl)amino]-2-[(1-methyl-1H-pyrazol-4-yl)amino]pyrimidin-5-carboxamide